FC1=C(C=C(C=C1)F)S(=O)(=O)NC1=CC=C(C=C1)C1=CNC=2N=C(N=C(C21)OCCOC)NC2=CC=C(C=C2)CN2CCC(CC2)C 2,5-difluoro-N-(4-(4-(2-methoxyethoxy)-2-((4-((4-methylpiperidin-1-yl)methyl)phenyl)amino)-7H-pyrrolo[2,3-d]pyrimidin-5-yl)phenyl)benzene-sulfonamide